C1(CC1)N1C(C(=CC=C1)NC(=O)C=1C(=NC=2N(C1)C=C(N2)C[C@H]2COCC2)OC(C)C)=O |r| racemic-N-(1-cyclopropyl-2-oxo-1,2-dihydropyridin-3-yl)-7-isopropoxy-2-((tetrahydrofuran-3-yl)methyl)imidazo[1,2-a]pyrimidine-6-carboxamide